alpha-methyl-o-ethoxystyrene CC(=C)C1=C(C=CC=C1)OCC